C(#N)C[C@H]1CN(CCN1C(C=C)=O)C1=CC(=NC(=N1)OCC=1N(N=CC1)C)C(=O)NC1=CC(=CC2=CC=CC=C12)O 6-[(3S)-3-(cyanomethyl)-4-prop-2-enoyl-piperazin-1-yl]-N-(3-hydroxy-1-naphthyl)-2-[(2-methylpyrazol-3-yl)methoxy]pyrimidine-4-carboxamide